[Na].C[Si](C1=CC=CC=C1)(C1=CC=CC=C1)C Dimethyl-diphenylsilane sodium